(S)-4-(4-fluorophenoxy)-N-(7-(4-hydroxy-3,3-dimethylbut-1-yn-1-yl)-5-methyl-4-oxo-2,3,4,5-tetrahydrobenzo[b][1,4]oxazepin-3-yl)pyridineamide FC1=CC=C(OC2=CC(=NC=C2)C(=O)N[C@@H]2C(N(C3=C(OC2)C=CC(=C3)C#CC(CO)(C)C)C)=O)C=C1